O=C1NC(CCC1N1C(C2=CC=C(C(=C2C1=O)F)CN(C)CCOC1=CC=C(C=C1)C(=C(CC)C1=CC=CC=C1)C1=CC=CC=C1)=O)=O 2-(2,6-dioxopiperidin-3-yl)-5-(((2-(4-(1,2-diphenylbut-1-en-1-yl)phenoxy)ethyl)(methyl)amino)methyl)-4-fluoroisoindoline-1,3-dione